FC(C1=C(C=C2CCCN(C2=C1)C=1C=C(C2=C(N(C(N2C)=O)C)C1)C=1CCS(CC1)=O)C=1C=NN(C1)C)F 6-(7-(difluoromethyl)-6-(1-methyl-1H-pyrazol-4-yl)-3,4-dihydroquinolin-1(2H)-yl)-1,3-dimethyl-4-(1-oxo-3,6-dihydro-2H-thiopyran-4-yl)-1H-benzo[d]imidazol-2(3H)-one